FC(C1=NN(C=C1C(=O)C=1C=NN2C1N=C(C=C2)N2CCN(CC2)C(=O)[O-])C2CCNCC2)F 4-(3-((3-(difluoromethyl)-1-(piperidin-4-yl)-1H-pyrazol-4-yl)carbonyl)pyrazolo[1,5-a]pyrimidin-5-yl)piperazine-1-carboxylate